(3S)-5-methyl-N-(m-tolyl)-1,1-dioxo-N-(trideuteriomethyl)-1,2,5-thiadiazolidine-3-carboxamide CN1C[C@H](NS1(=O)=O)C(=O)N(C([2H])([2H])[2H])C=1C=C(C=CC1)C